C/C(/C(=O)OCCOCCOCCOCCCC)=C\CC[C@@H](C(=O)NC=1C(N(C=CC1)CC(=O)NC1C2CC3CC(CC1C3)C2)=O)NC(=O)C=2SC(=C(C2)Br)Br Triethylene Glycol Monobutyl Ether (S,E)-methyl-6-(4,5-dibromothiophene-2-carboxamido)-7-(1-(2-(2-adamantylamino)-2-oxoethyl)-2-oxo-1,2-dihydropyridin-3-ylamino)-7-oxohept-2-enoate